N-[4-(1-methyl-3-trifluoromethyl-1H-pyrazol-5-yloxy)-2,5-dimethylphenyl]formamidine CN1N=C(C=C1OC1=CC(=C(C=C1C)NC=N)C)C(F)(F)F